[Br-].[Br-].C(COCCOCNCCCCCCNCOCCOCC[NH3+])[NH3+] 3,6,17,20-tetraoxa-8,15-diazadocosane-1,22-diaminium dibromide